C(#N)C=1C=C(C=CC1F)NC(=O)N[C@H]1COCC=2NC(C=3C=C(C(=CC3C21)F)F)=O (R)-1-(3-cyano-4-fluorophenyl)-3-(8,9-difluoro-6-oxo-1,4,5,6-tetrahydro-2H-pyrano[3,4-c]isoquinolin-1-yl)urea